4-IMIDAZOLIDINEACETALDEHYDE N1CNC(C1)CC=O